β-ethylene carbonate C1(OCCO1)=O